NC1=C2C(=NC=N1)N(N=C2C2=CC=C(C(=O)NC)C=C2)C(C)C2=NN(C1=CC(=CC=C21)Cl)C=2C=NC=CC2 4-(4-Amino-1-(1-(6-chloro-1-(pyridin-3-yl)-1H-indazol-3-yl)ethyl)-1H-pyrazolo[3,4-d]pyrimidin-3-yl)-N-methylbenzamide